4-(2-(4-acryloylpiperazin-1-yl)-2-oxoethyl)-6-chloro-2-(2,6-dichloro-3,5-dimethoxyanilino)pyrido[2,3-b]pyrazin-3(4H)-one C(C=C)(=O)N1CCN(CC1)C(CN1C2=C(N=C(C1=O)NC1=C(C(=CC(=C1Cl)OC)OC)Cl)C=CC(=N2)Cl)=O